[Na+].[Na+].C(=O)([O-])CN(CC(=O)O)CC(=O)[O-] N,N-bis(carboxymethyl)glycine disodium salt